(R)-5-chloro-N-(1-cyclopropyl-2,2,2-trifluoroethyl)-7-methylpyrazolo[1,5-a]Pyrimidine-3-carboxamide ClC1=NC=2N(C(=C1)C)N=CC2C(=O)N[C@@H](C(F)(F)F)C2CC2